C(C)(C)(C)OC(=O)N1CCC=2N(N=C3CCN(C[C@H]1C23)C(C=C)=O)C2=C(C=C(C=C2)C2CC2)COC(C=C)=O.C(CCCC)CS(=O)(=O)O |o1:18| 1-pentyl-methyl-sulfonate tert-butyl-(R or S)-7-acryloyl-2-(2-((acryloyloxy)methyl)-4-cyclopropylphenyl)-2,3,4,5a,6,7,8,9-octahydro-5H-1,2,5,7-tetraazabenzo[cd]azulene-5-carboxylate